6-[3-(4-methylpyridin-3-yl)-1,2,4-oxadiazol-5-yl]-1-(propan-2-yl)-1H-1,2,3-benzotriazole CC1=C(C=NC=C1)C1=NOC(=N1)C=1C=CC2=C(N(N=N2)C(C)C)C1